1,5-Bis(allylthio)naphthalene C(C=C)SC1=CC=CC2=C(C=CC=C12)SCC=C